1-phenethyl-3,4-diphenyl-6-(trifluoromethyl)pyridin-2(1H)-one C(CC1=CC=CC=C1)N1C(C(=C(C=C1C(F)(F)F)C1=CC=CC=C1)C1=CC=CC=C1)=O